C(CCCCCCC\C=C/CCCCCCCCCC)(=O)O (Z)-9-eicosenoic acid